CC(C[Mg]I)CCCCCCCCCCCCCCCC 2-methyl-octadecyl-magnesium iodide